9-azaspiro[5.5]undecane-3-carbaldehyde C1CC(CCC12CCNCC2)C=O